N-((2-(2,6-dioxopiperidin-3-yl)-1-oxoisoindolin-5-yl)methyl)-2-(2-ethoxyphenyl)-2,2-difluoroacetamide O=C1NC(CCC1N1C(C2=CC=C(C=C2C1)CNC(C(F)(F)C1=C(C=CC=C1)OCC)=O)=O)=O